6-(2-chloro-6-fluorophenyl)-2-{[2-(diethylamino)-2,3-dihydro-1H-inden-5-yl]amino}imidazo[1,2-a]pyrimido[5,4-e]pyrimidin-5(6H)-one ClC1=C(C(=CC=C1)F)N1C=2N(C3=C(C1=O)C=NC(=N3)NC=3C=C1CC(CC1=CC3)N(CC)CC)C=CN2